4,5-Dimethylanthranilic acid CC=1C=C(C(C(=O)O)=CC1C)N